NC=1C(=NC(=NC1)Cl)NC1(CCCCC1)C#N 1-((5-amino-2-chloropyrimidin-4-yl)amino)cyclohexane-1-carbonitrile